ethyl 2-(3-chlorophenyl)-1-ethyl-4-oxo-6-[[3-(trifluoromethyl) pyrazol-1-yl]methyl]pyridine-3-carboxylate ClC=1C=C(C=CC1)C=1N(C(=CC(C1C(=O)OCC)=O)CN1N=C(C=C1)C(F)(F)F)CC